2,2-dimethoxy-N-trimethoxysilyloctyl-1-aza-2-silacyclopentane CO[Si]1(N(CCC1)CCCCCCCC[Si](OC)(OC)OC)OC